(4-(trifluoromethyl)phenoxy)quinoline-2-carboxylic acid FC(C1=CC=C(OC=2C(=NC3=CC=CC=C3C2)C(=O)O)C=C1)(F)F